(S)-TERT-BUTYL 6'-CHLORO-5-(((1R,2R)-2-((R)-1-HYDROXYALLYL)CYCLOBUTYL)METHYL)-3',4,4',5-TETRAHYDRO-2H,2'H-SPIRO[BENZO[B][1,4]OXAZEPINE-3,1'-NAPHTHALENE]-7-CARBOXYLATE ClC=1C=C2CCC[C@]3(C2=CC1)CN(C1=C(OC3)C=CC(=C1)C(=O)OC(C)(C)C)C[C@H]1[C@@H](CC1)[C@@H](C=C)O